1,9-bis[(2,3-epoxypropoxy)phenyl]fluorene C(C1CO1)OC1=C(C=CC=C1)C1=CC=CC=2C3=CC=CC=C3C(C12)C1=C(C=CC=C1)OCC1CO1